C(=O)(O)C1=CC=C(C=C1)CCCCCC1=CC=C(C=C1)C(=O)O 1,5-bis(4-carboxyphenyl)pentane